C1=CC=CC=2C3=CC=CC=C3N(C12)C=1C=C(C=CC1)OB(O)O (3-(9H-carbazol-9-yl)phenyl)boric acid